ClC1=CC(=C(C=C1)C1=NC(=CC=2N=C(N(C(C21)=O)C)C)[C@@H]2C[C@@H](OCC2)C(=O)[O-])F (2R,4S)-4-(5-(4-chloro-2-fluorophenyl)-2,3-dimethyl-4-oxo-3,4-dihydropyrido[4,3-d]pyrimidin-7-yl)tetrahydro-2H-pyran-2-carboxylate